ClC=1C(=NC(=NC1)N1C[C@@H](C[C@@H](C1)O)F)NC1=CC=2C3=C(C(N(C2C=C1)C)=O)OCC([C@@H](N3)C3CC3)(F)F (S)-10-((5-Chloro-2-((3R,5S)-3-fluoro-5-hydroxypiperidin-1-yl)pyrimidin-4-yl)amino)-2-cyclopropyl-3,3-difluoro-7-methyl-1,2,3,4-tetrahydro-[1,4]oxazepino[2,3-c]chinolin-6(7H)-on